C(C)OC(C1=CN=C(C(=C1)N)C=C(C(=O)OCC)Br)=O 5-Amino-6-(2-bromo-3-ethoxy-3-oxoprop-1-en-1-yl)nicotinic acid ethyl ester